vanadium(V) triethoxide [O-]CC.[O-]CC.[O-]CC.[V+5]